3-{4-[5-({1-[(3-fluoro-2-methylphenyl)meth-yl]piperidin-3-yl}meth-yl)-1,2,4-oxadiazol-3-yl]phenyl}-1-(4-meth-oxyphenyl)urea FC=1C(=C(C=CC1)CN1CC(CCC1)CC1=NC(=NO1)C1=CC=C(C=C1)NC(NC1=CC=C(C=C1)OC)=O)C